C1(CCCC1)C1(C(NC2=C(C(=CC=C12)F)C)=O)C1=CC=C(C=C1)B1OC(C(O1)(C)C)(C)C 3-cyclopentyl-6-fluoro-7-methyl-3-(4-(4,4,5,5-tetramethyl-1,3,2-dioxaborolan-2-yl)phenyl)indolin-2-one